C(C)(C)(C)OC(=O)N([C@H](C(=O)O[C@@H](C(=O)OCC1=CC=CC=C1)CC1=CC=C(C=C1)C1=CCC(CC1)(F)F)CC(C)(C)F)C (2R)-1-(benzyloxy)-3-[4-(4,4-difluorocyclohex-1-en-1-yl)phenyl]-1-oxopropan-2-yl (2S)-2-[[(tert-butoxy)carbonyl] (methyl)amino]-4-fluoro-4-methylpentanoate